FC1=C(C(=CC=C1)C=1C=C2C(=NN1)NCC1(N2CCNC1)C)O 2-fluoro-6-(6a-methyl-6,6a,7,8,9,10-hexahydro-5H-pyrazino[1',2':4,5]pyrazino[2,3-c]pyridazin-2-yl)phenol